S(=O)(=O)(O)CCCCN1C=[N+](C=C1)C 1-(4-sulfobutyl)-3-methyl-imidazolium